5-{[4-(Aminomethyl)phenyl]methoxy}-1-(furan-2-carbonyl)-3-[2-methyl-1-(morpholin-4-carbonyl)-4-oxoazetidin-3-yl]-1H-pyrazol-4-carbonitril NCC1=CC=C(C=C1)COC1=C(C(=NN1C(=O)C=1OC=CC1)C1C(N(C1=O)C(=O)N1CCOCC1)C)C#N